6-cyclopropaneamido-4-[(4-{5-[(dimethylamino)methyl]-1,2,4-oxadiazol-3-yl}-3-methoxypyridin-2-yl)amino]-N-(2H3)methylpyridazine-3-carboxamide C1(CC1)C(=O)NC1=CC(=C(N=N1)C(=O)NC([2H])([2H])[2H])NC1=NC=CC(=C1OC)C1=NOC(=N1)CN(C)C